methyl 1-methyl-2,3,4,9-tetrahydro-1H-pyrido[3,4-b]indole-3-carboxylate CC1NC(CC2=C1NC1=CC=CC=C21)C(=O)OC